6-(4-(3-chloro-4-fluorophenyl)-1-((cis)-3-hydroxycyclobutyl)-1H-imidazol-5-yl)imidazo[1,2-b]pyridazine-3-carbonitrile ClC=1C=C(C=CC1F)C=1N=CN(C1C=1C=CC=2N(N1)C(=CN2)C#N)[C@@H]2C[C@@H](C2)O